2-(2-(2-Cyanophenyl)-1,1-difluoro-2-(1-methyl-1H-pyrazol-4-yl)ethyl)-5-hydroxy-N-(isoxazol-4-yl)-1-methyl-6-oxo-1,6-dihydropyrimidine-4-carboxamide C(#N)C1=C(C=CC=C1)C(C(F)(F)C=1N(C(C(=C(N1)C(=O)NC=1C=NOC1)O)=O)C)C=1C=NN(C1)C